[phenyl(dimethylfluorenyl)triazinyl]benzene C1(=CC=CC=C1)C1=C(C(=NN=N1)C1=CC=CC=C1)C1=C(C(=CC=2C3=CC=CC=C3CC12)C)C